dimethyl-3,4-methylenedioxyphenethylamine CN(CCC1=CC2=C(C=C1)OCO2)C